1H-5,8-epiminocyclohepta[b]pyridine-10-carboxamide N1C=2C(=CC=C1)C1=CC=C(C2)N1C(=O)N